(3R*,4R*)-1-Cyclohexyl-4-{[5-(2,4-difluoro-phenyl)-isoxazole-3-carbonyl]-amino}-piperidine-3-carboxylic acid (pyrimidin-2-ylmethyl)-amide N1=C(N=CC=C1)CNC(=O)[C@@H]1CN(CC[C@H]1NC(=O)C1=NOC(=C1)C1=C(C=C(C=C1)F)F)C1CCCCC1 |o1:10,15|